N-[(benzyloxy)carbonyl]-2-methyl-D-isoleucine C(C1=CC=CC=C1)OC(=O)N[C@]([C@H](C)CC)(C(=O)O)C